Cl.C(C)(C)N(CCNC(=O)C=1SC(=CC1)C1=CC(=C(C=C1)O)OC)C(C)C N-(2-(diisopropylamino)ethyl)-5-(4-hydroxy-3-methoxyphenyl)thiophene-2-carboxamide hydrochloride